tert-butyl (2R)-4-(2-bromo-7-oxo-5-(pent-4-en-2-yl)-4-((2-(trimethylsilyl)ethoxy)methyl)-4,7-dihydro-[1,2,4]triazolo[1,5-a]pyrimidin-6-yl)-2-methylpiperazine-1-carboxylate BrC1=NN2C(N(C(=C(C2=O)N2C[C@H](N(CC2)C(=O)OC(C)(C)C)C)C(C)CC=C)COCC[Si](C)(C)C)=N1